COC(=O)C1=C(N=CN1C[C@H]1OCC1)CC (S)-4-ethyl-1-(oxetan-2-ylmethyl)-1H-imidazole-5-carboxylic acid methyl ester